OCC(CNC(=O)C=1C=NC2=CC=C(C=C2C1NC(C)C)C=1C=NNC1)(C)C N-(3-hydroxy-2,2-dimethylpropyl)-4-(isopropylamino)-6-(1H-pyrazol-4-yl)quinoline-3-carboxamide